6-amino-4-benzyl-2H-benzo[b][1,4]thiazin-3(4H)-one NC1=CC2=C(SCC(N2CC2=CC=CC=C2)=O)C=C1